5,5'-undecamethylenebis{1-[3-(triethoxysilyl)propyl]-1,2,3,4-tetrazole} C(C)O[Si](CCCN1N=NN=C1CCCCCCCCCCCC1=NN=NN1CCC[Si](OCC)(OCC)OCC)(OCC)OCC